(R)-N-(4-cyclohexylbenzyl)-1-((perfluorophenyl)sulfonyl)-N-(1-trityl-1H-benzo[d]imidazol-6-yl)azetidine-2-carboxamide C1(CCCCC1)C1=CC=C(CN(C(=O)[C@@H]2N(CC2)S(=O)(=O)C2=C(C(=C(C(=C2F)F)F)F)F)C=2C=CC3=C(N(C=N3)C(C3=CC=CC=C3)(C3=CC=CC=C3)C3=CC=CC=C3)C2)C=C1